C1OC2=C(C=CC=3OCC=4C5=CC=CC=C5OC4C23)O1 methylenedioxycoumestan